ClC1=C2C(=NC=C1)N(C=C2)S(=O)(=O)C2=CC=CC=C2 4-chloro-1-(benzenesulfonyl)-1H-pyrrolo[2,3-b]pyridine